ClP(C1=CC=C(C=C1)OC)C1=CC=C(C=C1)OC Chlorodi(4-methoxyphenyl)phosphine